(2-(2,6-dioxopiperidin-3-yl)-7-methoxy-3-oxoisoindolin-5-yl)methyl(3-fluoro-5-methylphenyl)carbamate O=C1NC(CCC1N1CC2=C(C=C(C=C2C1=O)OC(N(C1=CC(=CC(=C1)C)F)C)=O)OC)=O